3-[2,5-difluoro-4-(3-methyl-2-oxo-1,3-benzoxazol-5-yl)phenyl]-2-[(diphenylmethylidene)amino]propanenitrile FC1=C(C=C(C(=C1)C=1C=CC2=C(N(C(O2)=O)C)C1)F)CC(C#N)N=C(C1=CC=CC=C1)C1=CC=CC=C1